methyl-t-butylether COC(C)(C)C